C(C1=CC=CC=C1)OC[C@H](CCC=C)N (2S)-1-benzyloxyhex-5-en-2-amine